5-Bromo-2-pyridineethanone BrC=1C=CC(=NC1)CC=O